ClC=1C(=C(C=CC1)NC1=C(NC2=C1C(NCC2)=O)C2=NC(=NC=C2)NC=2C=NOC2C)OC 3-[(3-chloro-2-methoxyphenyl)amino]-2-{2-[(5-methyl-1,2-oxazol-4-yl)amino]pyrimidin-4-yl}-1H,5H,6H,7H-pyrrolo[3,2-c]pyridin-4-one